tert-butyl (R)-((3-(6-chloro-2-(4,4-difluoroazepan-1-yl)nicotinamido)phenyl)(methyl)(oxo)-λ6-sulfaneylidene)carbamate ClC1=NC(=C(C(=O)NC=2C=C(C=CC2)[S@](=O)(C)=NC(OC(C)(C)C)=O)C=C1)N1CCC(CCC1)(F)F